2-(2,4-Diaminophenyl)-2-[4-(3-oxo-3-phenylprop-1-enyl)phenyl]decanedioic acid NC1=C(C=CC(=C1)N)C(C(=O)O)(CCCCCCCC(=O)O)C1=CC=C(C=C1)C=CC(C1=CC=CC=C1)=O